6-(dimethylamino)-1H-benzo[d]imidazole-5-carbonitrile CN(C=1C(=CC2=C(NC=N2)C1)C#N)C